FC(C=1C=C(C=C(C1)C(F)(F)F)NC(C=C)=O)(F)F N-(3,5-bis(trifluoromethyl)phenyl)acrylamide